FC(CCC1=NN=C(S1)C(=O)NCC1=CC(=CC=C1)C(F)(F)F)CN1N=NC(=C1)C(NCC=1C=NC=C(C1)C(F)(F)F)=O 5-{3-fluoro-4-[4-({[5-(trifluoromethyl)pyridin-3-yl]methyl}carbamoyl)-1H-1,2,3-triazol-1-yl]butyl}-N-{[3-(trifluoromethyl)phenyl]methyl}-1,3,4-thiadiazole-2-carboxamide